The molecule is an acyclic mixed acid anhydride that results from the formal condensation of the phosphoryl group of GMP with the carboxyl group of lipoic acid. It has a role as a mammalian metabolite. It is an acyclic mixed acid anhydride, a purine ribonucleoside 5'-monophosphate and a member of dithiolanes. It derives from a (R)-lipoic acid and a guanosine 5'-monophosphate. It is a conjugate acid of a (R)-lipoyl-GMP(1-). C1CSS[C@@H]1CCCCC(=O)OP(=O)(O)OC[C@@H]2[C@H]([C@H]([C@@H](O2)N3C=NC4=C3N=C(NC4=O)N)O)O